2-(4-((6,7-dimethoxyquinolin-4-yl)oxy)-2-fluorophenyl)-2,2-difluoro-N-(4-((4-methylpiperazin-1-yl)methyl)phenyl)acetamide carbonate ammonium [NH4+].C([O-])([O-])=O.COC=1C=C2C(=CC=NC2=CC1OC)OC1=CC(=C(C=C1)C(C(=O)NC1=CC=C(C=C1)CN1CCN(CC1)C)(F)F)F.[NH4+]